(N-acetyl)-ethylamide C(C)(=O)[N-]CC